FC1=C(C=O)C=CC(=C1)C(F)(F)F 2-fluoro-4-(trifluoromethyl)benzaldehyde